CN1C2(CC2)C(N(C1=O)CC1=CC2=NC=CC(=C2S1)C1=NC(=CC(=C1NC1CNCC1)C)C(F)(F)F)=O 4-methyl-6-((7-(4-methyl-3-(pyrrolidin-3-ylamino)-6-(trifluoromethyl)pyridin-2-yl)thieno[3,2-b]pyridin-2-yl)methyl)-4,6-diazaspiro[2.4]heptane-5,7-dione